ClC=1C=2N(C=CC1)N=C(C2)[C@H]2N(CCC1=C2N=CN1)C=1OC(=NN1)C(C)C (S)-2-(4-(4-chloropyrazolo[1,5-a]pyridin-2-yl)-1,4,6,7-tetrahydro-5H-imidazo[4,5-c]pyridin-5-yl)-5-isopropyl-1,3,4-oxadiazole